(R)-1-chloro-3-(4-(2-(4-((S)-2-hydroxy-3-(5-(hydroxymethyl)-4-iodo-1H-1,2,3-triazol-1-yl)propoxy)phenyl)propan-2-yl)phenoxy)propan-2-ol ClC[C@@H](COC1=CC=C(C=C1)C(C)(C)C1=CC=C(C=C1)OC[C@H](CN1N=NC(=C1CO)I)O)O